(R)-4-(6-(5-chloro-2-(((1S,3R,4S,5R)-4-hydroxy-6,8-dioxabicyclo[3.2.1]octan-3-yl)amino)pyrimidin-4-yl)-4-fluoro-1-isopropyl-1H-benzo[d]imidazol-2-yl)-3-methyloxazolidin-2-one ClC=1C(=NC(=NC1)N[C@@H]1C[C@H]2CO[C@@H]([C@H]1O)O2)C=2C=C(C1=C(N(C(=N1)[C@H]1N(C(OC1)=O)C)C(C)C)C2)F